(3,3-difluoro-4-hydroxy-1-azaspiro[4.4]nonan-1-yl)(5-(difluoromethoxy)-6-methylpyridin-2-yl)methanone FC1(CN(C2(C1O)CCCC2)C(=O)C2=NC(=C(C=C2)OC(F)F)C)F